P(=O)(OCC1=CC=CC=C1)(OCC1=CC=CC=C1)OCC=1N(N=C(C1C(N)=O)C)C1=NC=CC(=C1)CC1=CC(=CC(=C1)C(F)(F)F)F Dibenzyl [4-carbamoyl-2-[4-[[3-fluoro-5-(trifluoromethyl)phenyl]methyl]-2-pyridyl]-5-methyl-pyrazol-3-yl]methyl phosphate